NC=1C(NC(N(N1)C1=CC(=C(C(=C1)Cl)OC1=NNC(C(=C1)C1C(CCC1)C)=O)Cl)=O)=O 6-amino-2-(3,5-dichloro-4-((5-(2-methylcyclopentyl)-6-oxo-1,6-dihydropyridazin-3-yl)oxy)phenyl)-1,2,4-triazine-3,5(2H,4H)-dione